(1S,3S)-2-acryloyl-1-(benzo[d][1,3]dioxol-5-yl)-N-(prop-2-yn-1-yl)-2,3,4,9-tetrahydro-1H-pyrido[3,4-b]indole-3-carboxamide C(C=C)(=O)N1[C@H](C=2NC3=CC=CC=C3C2C[C@H]1C(=O)NCC#C)C1=CC2=C(OCO2)C=C1